C(#N)C=1C=C2C(=NC1)NC(=N2)C2(CCC2)C2=CC=C(C=C2)NC(OC2CC2)=O Cyclopropyl (4-(1-(6-cyano-3H-imidazo[4,5-b]pyridin-2-yl)cyclobutyl)phenyl)carbamate